C(C=C)(=O)N1C[C@@H](N(CC1)C=1C2=C(N(C(N1)=O)C=1C(=NC=CC1SC)C(C)C)N=C(C(=C2)Cl)Cl)C (S)-4-(4-propenoyl-2-methylpiperazin-1-yl)-7-chloro-6-chloro-1-(2-isopropyl-4-(methylsulfanyl)pyridin-3-yl)pyrido[2,3-d]pyrimidin-2(1H)-one